FC1=C2NC(C=3N(C2=C(C(=C1F)C1=C2C=CNC2=CC=C1)C)C(=NN3)C)(C)C 6,7-difluoro-8-(1H-indol-4-yl)-1,4,4,9-tetramethyl-5H-[1,2,4]triazolo[4,3-a]quinoxaline